NC1=C(C(=NC(=N1)S1C=NC2=C1CC1(CCNCC1)[C@@H]2N)C#N)C2=C(C(=CC=C2)Cl)Cl 6-amino-2-[(4S)-4-amino-4,6-dihydrospiro[cyclopenta[d][1,3]thiazol-5,4-piperidin]-1-yl]-5-(2,3-dichlorophenyl)pyrimidine-4-carbonitrile